N-(2,4-Difluorobenzyl)-2-((3-(2,6-dioxopiperidin-3-yl)-1-methyl-1H-indazol-6-yl)oxy)acetamide FC1=C(CNC(COC2=CC=C3C(=NN(C3=C2)C)C2C(NC(CC2)=O)=O)=O)C=CC(=C1)F